1-((1r,4r)-4-aminocyclohexyl)-3-(4-(2-chloro-4-fluorophenyl)pyridin-2-yl)urea NC1CCC(CC1)NC(=O)NC1=NC=CC(=C1)C1=C(C=C(C=C1)F)Cl